FC1=CC2=C(N=C(S2)N2C[C@H](N([C@H](C2)C)C(=O)OC2CC3(CN(C3)CC3=CC=C(C=C3)C(N)=O)C2)C)C=C1 2-[(4-carbamoylphenyl)methyl]-2-azaspiro[3.3]heptan-6-yl (2R,6S)-4-(6-fluoro-1,3-benzothiazol-2-yl)-2,6-dimethylpiperazine-1-carboxylate